C(C#C)C(COCCO)O propargyldiethyleneglycol